ethyl 4-(3-ethoxy-3-oxopropyl)-5-methyl-1H-pyrazole-3-carboxylate C(C)OC(CCC=1C(=NNC1C)C(=O)OCC)=O